2-(1,3-dioxo-1H-benzo[de]isoquinolin-2(3H)-yl)acetyl chloride O=C1N(C(C2=C3C(C=CC=C13)=CC=C2)=O)CC(=O)Cl